3-((4-(4-(4-(2-(5-fluoro-4-oxo-2-(((tetrahydro-2H-pyran-4-yl)thio)methyl)-3,4-dihydroquinazolin-7-yl)ethyl)piperazin-1-yl)piperidin-1-yl)phenyl)amino)piperidine-2,6-dione FC1=C2C(NC(=NC2=CC(=C1)CCN1CCN(CC1)C1CCN(CC1)C1=CC=C(C=C1)NC1C(NC(CC1)=O)=O)CSC1CCOCC1)=O